tert-butyl (3-acetyl-5-(trifluoromethyl)phenyl)carbamate C(C)(=O)C=1C=C(C=C(C1)C(F)(F)F)NC(OC(C)(C)C)=O